OC(C(=O)O)CC 2-hydroxybutyric acid